CC1=CC(=NC(=C1)N1CCN(CC1)C)C(=O)O 4-methyl-6-(4-methylpiperazin-1-yl)picolinic acid